C(=O)=C(CBr)CBr 2-carbonyl-1,3-dibromopropane